(R)-5-bromo-2-((1,1,1-trifluoropropan-2-yl)oxy)pyridine BrC=1C=CC(=NC1)O[C@@H](C(F)(F)F)C